NCCN(CCN)CCN.[Cu+2] copper (II) tris(2-aminoethyl)amine